4-((2-(azetidin-1-ylmethyl)-3,6-difluorobenzyl)amino)-2,3,6-trifluoro-N-(thiazol-4-yl)benzenesulfonamide 2,2,2-trifluoroacetate FC(C(=O)O)(F)F.N1(CCC1)CC1=C(CNC2=C(C(=C(C(=C2)F)S(=O)(=O)NC=2N=CSC2)F)F)C(=CC=C1F)F